3-((7-(6-chloro-1-(pyrrolidin-3-yl)-1,2,3,4-tetrahydroquinolin-8-yl)thieno[3,2-b]pyridin-2-yl)methyl)-1-methylimidazolidine-2,4-dione, formic acid salt C(=O)O.ClC=1C=C2CCCN(C2=C(C1)C1=C2C(=NC=C1)C=C(S2)CN2C(N(CC2=O)C)=O)C2CNCC2